(4R)-4-[3-[3-[4-(3,5-dimethylpyrazol-1-yl)phenyl]azetidin-1-yl]-3-oxo-propyl]oxazolidin-2-one CC1=NN(C(=C1)C)C1=CC=C(C=C1)C1CN(C1)C(CC[C@H]1NC(OC1)=O)=O